C(C)N1N=CC(=C1)C=1C=C(C=2N(C1)N=CC2C#N)O 6-(1-ethyl-1H-pyrazol-4-yl)-4-hydroxypyrazolo[1,5-a]Pyridine-3-carbonitrile